manganese aluminum tetraoxide [O-2].[O-2].[O-2].[O-2].[Al+3].[Mn+2]